CC1(OC(NC2=C1C=C(C=C2)B2OC(C(O2)(C)C)(C)C)=O)C 4,4-Dimethyl-6-(4,4,5,5-tetramethyl-1,3,2-dioxaborolan-2-yl)-1H-3,1-benzoxazin-2-one